N-(1'-(2-(1-ethyl-1H-pyrazol-4-yl)-6-methylpyrimidin-4-yl)-1',2'-dihydrospiro[cyclopropane-1,3'-pyrrolo[3,2-c]pyridin]-6'-yl)acetamide C(C)N1N=CC(=C1)C1=NC(=CC(=N1)N1CC2(C=3C=NC(=CC31)NC(C)=O)CC2)C